5-(3-chlorophenoxy)-2-methyl-pyrimidine-4-carbonitrile ClC=1C=C(OC=2C(=NC(=NC2)C)C#N)C=CC1